5-(4-((2-butyramidopyridin-4-yl)methyl)-3-methylpiperazin-1-yl)-3-fluoro-N-methylpicolinamide C(CCC)(=O)NC1=NC=CC(=C1)CN1C(CN(CC1)C=1C=C(C(=NC1)C(=O)NC)F)C